NC1=CC=C(OC2=CC=CC3=C2C(=NO3)N)C=C1 4-(4-aminophenoxy)benzo[d]isoxazol-3-amine